BrC1=C(C=C(C=2OCOC21)Cl)C=O 4-bromo-7-chlorobenzo[d][1,3]dioxole-5-carbaldehyde